(S)-1-(3-cyanophenyl)-N-(pyrrolidin-3-ylmethyl)-1H-1,2,4-triazole-3-carboxamide TFA salt OC(=O)C(F)(F)F.C(#N)C=1C=C(C=CC1)N1N=C(N=C1)C(=O)NC[C@@H]1CNCC1